Cl.FC=1C=C(OC2=C3CCNCC3=CC=C2)C=CC1C(F)(F)F 5-(3-fluoro-4-(trifluoromethyl)phenoxy)-1,2,3,4-tetrahydroisoquinoline hydrochloride